3-(1H-benzo[d]imidazol-1-yl)-N-((9-ethyl-9H-carbazol-3-yl)methyl)propylamine N1(C=NC2=C1C=CC=C2)CCCNCC=2C=CC=1N(C3=CC=CC=C3C1C2)CC